4-bromo-2-(difluoromethoxy)-6-methylbenzoic acid methyl ester COC(C1=C(C=C(C=C1C)Br)OC(F)F)=O